4-(3-((1r,3R,5S,7r)-3,5-dimethyladamantan-1-yl)ureido)-3-fluorobenzamide C[C@]12CC3(CC(C[C@@](C1)(C3)C)C2)NC(NC2=C(C=C(C(=O)N)C=C2)F)=O